(R)-2-[(ethoxycarbonylpropyl)amino]-4-chloro-4-pentenoic acid ethyl ester C(C)OC([C@@H](CC(=C)Cl)NCCCC(=O)OCC)=O